ClC1=C(C=CC(=C1)C1=CC=C2C(=NN(C2=C1)C)C1=CC(=C(C=C1)F)O)O 2-Chloro-4-(3-(4-fluoro-3-hydroxyphenyl)-1-methyl-1H-indazol-6-yl)phenol